2-bromo-1-(5-(5-(trifluoromethyl)-1,2,4-oxadiazol-3-yl)pyridin-2-yl)ethan-1-one ethyl-4-bromo-3-(2-bromoacetyl)-1-methyl-1H-pyrazole-5-carboxylate C(C)OC(=O)C1=C(C(=NN1C)C(CBr)=O)Br.BrCC(=O)C1=NC=C(C=C1)C1=NOC(=N1)C(F)(F)F